C(C1=CC=CC=C1)N1C[C@@H](OCC1)CCl (R)-4-benzyl-2-(chloromethyl)morpholine